CC(CCCCCCCC(CCCC)O)O tetradecane-2,10-diol